BrC1=C(C=CC=C1C)C 2-Bromo-1,3-dimethylbenzol